C(C1=CC=CC=C1)N(C(CCC)=O)[C@@H](CO)C1=CC=CC=C1 (R)-N-benzyl-N-(2-hydroxy-1-phenylethyl)butyramide